C(C)(C)(C)OC(=O)N1C(C=2C=CC=[N+](C2CC1)[O-])C 6-(tert-butoxycarbonyl)-5-methyl-5,6,7,8-tetrahydro-1,6-naphthyridine 1-oxide